2-Bromo-1-[4-hydroxy-3-(hydroxymethyl)phenyl]-ethan-1-one BrCC(=O)C1=CC(=C(C=C1)O)CO